N-((2R,3S)-1-(3,5-difluoro-4-hydroxypyridin-2-yl)-2-((((CIS)-4-(3-fluorophenyl)cyclohexyl)oxy)methyl)pyrrolidin-3-yl)methanesulfonamide FC=1C(=NC=C(C1O)F)N1[C@H]([C@H](CC1)NS(=O)(=O)C)CO[C@@H]1CC[C@@H](CC1)C1=CC(=CC=C1)F